C(N)(=O)C1=C(C(=NC=N1)N1CCC(CC1)C(=O)O)F 1-(6-carbamoyl-5-fluoro-pyrimidin-4-yl)piperidine-4-carboxylic acid